N1=CN=C2N1C=C(C=N2)C(=O)OCC ethyl [1,2,4]triazolo[1,5-a]pyrimidine-6-carboxylate